5'-(4-Chlorophenylcarboxy)-2'-desoxy-5-trifluoromethyluridin ClC1=CC=C(C=C1)OC(=O)C([C@@H]1[C@H](C[C@@H](O1)N1C(=O)NC(=O)C(=C1)C(F)(F)F)O)O